CC(=CCC[C@](C)(C=C)OC(=O)C)C The molecule is a racemate comprising equimolar amounts of (R)- and (S)-linalyl acetate. It forms a principal component of the essential oils from bergamot and lavender. It has a role as a flavouring agent, an antimicrobial agent and a food component. It contains a (R)-linalyl acetate and a (S)-linalyl acetate.